C(NC(=O)NC1N(C(NC1=O)=O)CO)NC(=O)NC1N(C(NC1=O)=O)CO methylenebis[N'-[3-(hydroxymethyl)-2,5-dioxo-4-imidazolidinyl]Urea]